COC1=NC=C(C=C1N1C(N(CC1)C)=O)[N+](=O)[O-] 1-(2-methoxy-5-nitropyridin-3-yl)-3-methylimidazolidin-2-one